C(C)N1C2=NC(=NC(=C2N=C1)NCC=1C=NC(=CC1)C1=COC=C1)NC(CO)CO 2-((9-ethyl-6-(((6-(furan-3-yl)pyridin-3-yl)methyl)amino)-9H-purin-2-yl)amino)propane-1,3-diol